N1CC(C1)C1=CC=2C(C3=CC=CC=C3OC2C=C1)NC(=O)C=1C(NC(=CC1)C(F)(F)F)=O N-(2-(azetidin-3-yl)-9H-xanthen-9-yl)-2-oxo-6-(trifluoromethyl)-1,2-dihydropyridine-3-carboxamide